N(=[N+]=[N-])CCCCCCN1C(=CC(=C1)NC(=O)C=1N(C=C(N1)NC(CCNC(=O)C=1N(C=C(C1)NC(=O)C=1N(C=CN1)C)C)=O)C)C(=O)O 1-(6-azidohexyl)-4-[1-methyl-4-(3-{[1-methyl-4-(1-methylimidazole-2-amido)pyrrol-2-yl]formamido}propanamido)imidazole-2-amido]pyrrole-2-carboxylic acid